6'-fluoro-3-(2-hydroxypropane-2-yl)-2H-[1,3'-bipyridine]-2-one FC1=CC=C(C=N1)N1C(C(=CC=C1)C(C)(C)O)=O